N-{5-[4-(1-cyanocyclopropyl)phenyl]-1H-indol-3-yl}propanamide C(#N)C1(CC1)C1=CC=C(C=C1)C=1C=C2C(=CNC2=CC1)NC(CC)=O